2-(2,3,4,5-tetrafluorobenzoyl)-3-(dimethylamino)acrylic acid ethyl ester C(C)OC(C(=CN(C)C)C(C1=C(C(=C(C(=C1)F)F)F)F)=O)=O